1-(4-(3-chloro-2-methylphenyl)piperazin-1-yl)-2-(5-fluoro-3-((3S,4R)-3-fluoro-4-hydroxypiperidine-1-carbonyl)-4,5,6,7-tetrahydro-1H-indazol-1-yl)ethan-1-one ClC=1C(=C(C=CC1)N1CCN(CC1)C(CN1N=C(C=2CC(CCC12)F)C(=O)N1C[C@@H]([C@@H](CC1)O)F)=O)C